(S)-N-(5-(2-(2-aminopyridin-3-yl)-5-(1H-pyrazol-1-yl)-3H-imidazo[4,5-b]pyridin-3-yl)-2,3-dihydro-1H-inden-1-yl)-6-(difluoromethyl)-5-methylnicotinamide NC1=NC=CC=C1C1=NC=2C(=NC(=CC2)N2N=CC=C2)N1C=1C=C2CC[C@@H](C2=CC1)NC(C1=CN=C(C(=C1)C)C(F)F)=O